[2-(difluoromethoxy)-4-[4-[(3S)-3-hydroxybutoxy]-2-methyl-6-(1-methylpyrazol-4-yl)indazol-3-yl]-6-methoxyphenyl]-[3-hydroxy-3-(trifluoromethyl)azetidin-1-yl]methanone FC(OC1=C(C(=CC(=C1)C=1N(N=C2C=C(C=C(C12)OCC[C@H](C)O)C=1C=NN(C1)C)C)OC)C(=O)N1CC(C1)(C(F)(F)F)O)F